N[C@H]1[C@H]2CN(C1C2)C(=O)OC(C)(C)C tert-butyl (7R,4R,5S)-5-amino-2-azabicyclo[2.1.1]hexane-2-carboxylate